(4R,5S)-5-((R)-5H-imidazo[5,1-a]isoindol-5-yl)-2-methyl-4,5,6,7-tetrahydro-2H-indazol-4-ol C=1N=CN2C1C1=CC=CC=C1[C@H]2[C@H]2[C@H](C1=CN(N=C1CC2)C)O